N1(CCCC1)C1=C(C=CC(=C1)C(F)(F)F)CN1CCN(CC1)C(=O)OC(C(F)(F)F)C(F)(F)F 1,1,1,3,3,3-hexafluoropropan-2-yl 4-[[2-pyrrolidin-1-yl-4-(trifluoromethyl)-phenyl]methyl]-piperazine-1-carboxylate